BrC=1C=2N(C(=CC1)Cl)C=NC2 8-bromo-5-chloroimidazo[1,5-a]pyridine